C(CCC)C(CC1=C(C=C(S1)C=1SC(=C(C1)C(=O)[O-])CC(CCCCCC)CCCC)C(=O)[O-])CCCCCC 5,5'-bis(2-butyloctyl)-(2,2'-bithiophene)-4,4'-dicarboxylate